p-hydroxybenzene Butyl-Formate C(CCC)OC=O.OC1=CC=CC=C1